CC1(COB(O1)C=1C=CC2=C(N(C(O2)=O)CC(F)F)C1)C 5-(5,5-dimethyl-1,3,2-dioxaborolan-2-yl)-3-(2,2-difluoroethyl)-1,3-benzoxazol-2(3H)-one